4-(2-chloro-3-iodophenyl)piperidine trifluoroacetate FC(C(=O)O)(F)F.ClC1=C(C=CC=C1I)C1CCNCC1